ethyl 7-chloro-1-{[2-(trimethylsilyl)ethoxy]methyl}pyrrolo[2,3-c]pyridine-2-carboxylate ClC=1N=CC=C2C1N(C(=C2)C(=O)OCC)COCC[Si](C)(C)C